C[C@H]1CC(CCCCCCCCCCCC1)=O (-)-(3R)-3-methyl-1-cyclopentadecanone